(2R,5S)-tert-butyl 5-(4-chlorobenzyl)-2-(2-hydroxypropan-2-yl)morpholine-4-carboxylate ClC1=CC=C(C[C@H]2CO[C@H](CN2C(=O)OC(C)(C)C)C(C)(C)O)C=C1